NC1=C(C(=C(C(=N1)SCC1=CC=C(CNC(C)=O)C=C1)C#N)CC)C#N N-(4-((6-amino-3,5-dicyano-4-ethylpyridin-2-ylthio)methyl)benzyl)acetamide